C(C)(C)(C)OC(=O)NCC1=CC(=NN1C)C(=O)O 5-[(tert-butoxycarbonylamino)methyl]-1-methyl-pyrazole-3-carboxylic acid